C(C)(C)(C)C=1C=C(CP(OCCCCCCCCCCCCCCCCCC)(OCCCCCCCCCCCCCCCCCC)=O)C=C(C1O)C(C)(C)C 3,5-di-tert-butyl-4-hydroxybenzylphosphonic acid, dioctadecyl ester